BrC1=C2N(CC=3N(C2=CC(=C1)F)N=C(N3)C)C 6-bromo-8-fluoro-2,5-dimethyl-4,5-dihydro-[1,2,4]triazolo[1,5-a]quinoxaline